CC=1C2=C(NC(C1C(\C=C\C1=CNC(C=C1)=O)=O)=O)SC=C2 (E)-4-methyl-5-(3-(6-oxo-1,6-dihydropyridin-3-yl)acryloyl)thieno[2,3-b]pyridin-6(7H)-one